ClC1=CC=C(C=C1)C(=O)N1[C@@H](C=2N(CC1)C(=NN2)C=2SC1=C(N2)SC=C1)C (R)-(4-Chlorophenyl)(8-methyl-3-(thieno[2,3-d]thiazol-2-yl)-5,6-dihydro-[1,2,4]triazolo[4,3-a]pyrazin-7(8H)-yl)methanone